C1OCC2C1CNC2 3,3a,4,5,6,6a-hexahydro-1H-furo[3,4-c]pyrrole